[Cl-].C(C=C)C[N+](C)(C)CCOC(C=C)=O allyl-acryloyloxyethyl-trimethyl-ammonium chloride